(6S)-4-(8-(5-(1,1-difluoroprop-2-yn-1-yl)-6-methyl-1-(tetrahydro-2H-pyran-2-yl)-1H-indazol-4-yl)-2-(methylthio)pyrido[4',3':4,5]thieno[2,3-d]pyrimidin-4-yl)-6-methyl-1,4-oxazepan-6-ol FC(C#C)(F)C=1C(=C2C=NN(C2=CC1C)C1OCCCC1)C1=NC=CC2=C1SC=1N=C(N=C(C12)N1CCOC[C@](C1)(O)C)SC